C(C)OC(C)=C(C(=O)[O-])C(=O)[O-] 2-(1-ethoxyethylidene)malonate